Cl.Cl.NC1=NN(C(=C1)CN1CCN(CC1)CCO)C 2-(4-((3-amino-1-methyl-1H-pyrazol-5-yl)methyl)piperazin-1-yl)ethan-1-ol dihydrochloride